ClC1=CC=C(C=C1)[C@@H](C(=O)N1CCN(CC1)C=1C2=C(N=CN1)[C@@H](C[C@H]2C)O)CN2C[C@@H](O[C@@H](C2)C)C (R)-2-(4-chlorophenyl)-3-((2S,6R)-2,6-dimethylmorpholino)-1-(4-((5R,7R)-7-hydroxy-5-methyl-6,7-dihydro-5H-cyclopenta[d]pyrimidin-4-yl)piperazin-1-yl)propan-1-one